CN([C@@H](CC1=CNC2=CC=CC=C12)C(=O)O)C(CCCCCCC\C=C/CCCCCCCC)=O.CN([C@@H](CC1=CNC2=CC=CC=C12)C(=O)O)C(CCCCCCC\C=C/CCCCCCCC)=O methyl-oleoyl-L-tryptophan (methyl oleoyl-L-tryptophanate)